tert-Butyl-((3R,5R)-1-(2-(6-acetyl-1-(cyclopropylmethyl)-1H-pyrrolo[2,3-b]pyridin-2-yl)-3-methylpyrazolo[1,5-a]pyridine-6-carbonyl)-5-fluoropiperidin-3-yl)carbamate C(C)(C)(C)OC(N[C@H]1CN(C[C@@H](C1)F)C(=O)C=1C=CC=2N(C1)N=C(C2C)C2=CC=1C(=NC(=CC1)C(C)=O)N2CC2CC2)=O